O=C1NC(CCC1N1C(C2=CC=CC(=C2C1=O)CC(=O)NCCCCCC(=O)N)=O)=O 6-(2-(2-(2,6-dioxopiperidin-3-yl)-1,3-dioxoisoindol-4-yl)acetamido)hexanamide